ClC1=CC=C(OCCN2C3=C(N(CCC2)C(=O)C2=CC=C(C=C2)NC(=O)C=2C(=CC=CC2)C2=CC=CC=C2)C=CC=C3)C=C1 N-(4-(5-(2-(4-chlorophenoxy)ethyl)-2,3,4,5-tetrahydro-1H-benzo[b][1,4]diazepine-1-Carbonyl)phenyl)-[1,1'-biphenyl]-2-carboxamide